C1(=CC=CC=C1)C1=CC(NC(N1)=S)=O 6-phenyl-2-sulfanylidene-1,2,3,4-tetrahydropyrimidin-4-one